ClCC1=CC=C(CN2C(C=CC=C2)=O)C=C1 1-(4-chloromethyl-benzyl)-1H-pyridin-2-one